BrC1=CC=C(C(=C1CCNC([O-])=O)F)OC1=NC(=CC=C1)C (6-Bromo-2-fluoro-3-((6-methylpyridin-2-yl)oxy)phenethyl)carbamate